C(#N)C1=C(C=CC=C1)SC=1C=2N(C=C(C1)C=1C=NN(C1)[C@@H]1[C@H](CCCC1)O)N=CC2C#N 4-((2-cyanophenyl)thio)-6-(1-((1S,2S)-2-hydroxycyclohexyl)-1H-pyrazol-4-yl)pyrazolo[1,5-a]pyridine-3-carbonitrile